trans-N-(4-((5-cyanopyridin-3-yl)oxy)cyclohexyl)-5-(4-chlorophenoxy)-2,2-dimethylpentanamide C(#N)C=1C=C(C=NC1)O[C@@H]1CC[C@H](CC1)NC(C(CCCOC1=CC=C(C=C1)Cl)(C)C)=O